OC=1C(=C(C(=O)O)C=CC1)[N+](=O)[O-] 3-hydroxy-2-nitrobenzoic acid